tert-butyl 4-(((5-chloro-6-(5-methoxypyrazin-2-yl)-1H-indol-2-yl)methyl)carbamoyl)piperazine-1-carboxylate ClC=1C=C2C=C(NC2=CC1C1=NC=C(N=C1)OC)CNC(=O)N1CCN(CC1)C(=O)OC(C)(C)C